2-((1S,4S,5R)-5-((3-(2-chloro-6-methylphenyl)-5-cyclopropylisoxazol-4-yl)methoxy)-2-azabicyclo[2.2.1]heptan-2-yl)-4-((R)-tetrahydrofuran-3-yl)benzo[d]thiazole-6-carboxylic acid ClC1=C(C(=CC=C1)C)C1=NOC(=C1CO[C@H]1[C@@H]2CN([C@H](C1)C2)C=2SC1=C(N2)C(=CC(=C1)C(=O)O)[C@@H]1COCC1)C1CC1